6-Amino-5-(2,3-dichlorophenyl)-2-(5-oxo-5,7-dihydrospiro[cyclopenta[b]pyridin-6,4'-piperidin]-1'-yl)pyrimidine-4-carbonitrile NC1=C(C(=NC(=N1)N1CCC2(CC1)C(C=1C(=NC=CC1)C2)=O)C#N)C2=C(C(=CC=C2)Cl)Cl